C(=C)S(=O)(=O)N[C@@H](CC1=CNC2=CC=CC=C12)C(=O)OC Methyl (vinylsulfonyl)-L-tryptophanate